N,N'-(10-amino-5,15-dioxo-8,12-dioxa-4,16-diazanonadecane-1,19-diyl)bis(5-(((2R,3R,4R,5R,6R)-3-acetamido-4,5-dihydroxy-6-(hydroxymethyl)tetrahydro-2H-pyran-2-yl)oxy)pentanamide) NC(COCCC(NCCCNC(CCCCO[C@@H]1O[C@@H]([C@@H]([C@@H]([C@H]1NC(C)=O)O)O)CO)=O)=O)COCCC(NCCCNC(CCCCO[C@@H]1O[C@@H]([C@@H]([C@@H]([C@H]1NC(C)=O)O)O)CO)=O)=O